S1C(=CC2=C1C=CC=C2)C2=CC=C(C=C2)N(C2=CC=C(C=C2)C=2C=CC1=C(OC3=C1C=CC=C3)C2)C2=CC=C(C=C2)C=2SC3=C(N2)C=CC=C3 (4-Benzothien-2-yl-phenyl)-(4-benzothiazol-2-yl-phenyl)-(4-dibenzofuran-3-yl-phenyl)amine